tert-butyl N-(5-ethylsulfonyl-1-methyl-2-pyrimidin-5-yl-imidazol-4-yl)carbamate C(C)S(=O)(=O)C1=C(N=C(N1C)C=1C=NC=NC1)NC(OC(C)(C)C)=O